4-((1-((4-(2-(2-Aminopyridin-3-yl)-5,6-dimethyl-3H-imidazo[4,5-b]pyridin-3-yl)phenyl)methyl-d2)piperidin-4-yl)amino)pyrimidine-2-carbonitrile NC1=NC=CC=C1C1=NC=2C(=NC(=C(C2)C)C)N1C1=CC=C(C=C1)C(N1CCC(CC1)NC1=NC(=NC=C1)C#N)([2H])[2H]